5-aminolevulinic acid HCl Cl.NCC(CCC(=O)O)=O